(R,E)-5-((2-pyrrolidine-3-yl)vinyl)pyrimidine N1C[C@H](CC1)/C=C/C=1C=NC=NC1